O=C1NC(CCC1C1=C(C=C(C=C1F)N1[C@H](CN(CC1)C1=NC=C(C=N1)C=O)C)F)=O 2-((3S)-4-(4-(2,6-dioxopiperidin-3-yl)-3,5-difluorophenyl)-3-methylpiperazin-1-yl)pyrimidine-5-carbaldehyde